N-(6-methyl-5-(7-(methylamino)-1,6-naphthyridin-3-yl)pyridazin-3-yl)-4-(trifluoromethyl)pyridineamide CC1=C(C=C(N=N1)NC(=O)C1=NC=CC(=C1)C(F)(F)F)C=1C=NC2=CC(=NC=C2C1)NC